C[C@H]1CC(C[C@H](C1)C)CO ((1s,3R,5S)-3,5-dimethyl-cyclohexyl)methanol